(6R)-17-Amino-12,12-dimethyl-6,15-bis(trifluoromethyl)-19-oxa-3,4,13,18-tetrazatricyclo[12.3.1.12,5]nonadeca-1(18),2,4,14,16-pentaene-6,9-diol NC1=CC(=C2NC(CCC(CC[C@](C3=NN=C(C1=N2)O3)(O)C(F)(F)F)O)(C)C)C(F)(F)F